ClC=1N=C(C2=C(N1)N(C(C2(C)C)=O)C2=CC=C(C=C2)O)Cl 2,4-dichloro-7-(4-hydroxyphenyl)-5,5-dimethyl-5,7-dihydro-6H-pyrrolo[2,3-d]pyrimidin-6-one